(3S,4R)-N,N-BIS(4-METHOXYBENZYL)-3-METHYL-1-PHENYLHEX-5-ENE-2-SULFONAMIDE COC1=CC=C(CN(S(=O)(=O)C(CC2=CC=CC=C2)[C@H](CC=C)C)CC2=CC=C(C=C2)OC)C=C1